3-(3-chloro-2-(cyclopropylamino)pyridin-4-yl)-2-(4-methoxybenzyl)-5-methyl-2,7-dihydro-4H-pyrazolo[3,4-d]pyrimidin-4,6(5H)-dione ClC=1C(=NC=CC1C=1N(N=C2NC(N(C(C21)=O)C)=O)CC2=CC=C(C=C2)OC)NC2CC2